N-(2-propionylphenyl)-picolinamide C(CC)(=O)C1=C(C=CC=C1)NC(C1=NC=CC=C1)=O